benzocyclododecane C1=CC=CC2=C1CCCCCCCCCC2